C(C)(C)(CC(C)(C)C)C1=CC=2NC3=CC=C(C=C3OC2C=C1)[N+](=O)[O-] 2-tert-Octyl-7-nitrophenoxazine